C(C)N(CC)C[SiH](C1=C(C=C)C=CC=C1)COC 2-(diethylaminomethylmethoxymethylsilyl)styrene